NCCC=1C=C(C=C(C1)[N+](=O)[O-])O 3-(2-aminoethyl)-5-nitrophenol